FC1=CC=C(C=C1)C1=C(N(C2=CC=CC=C12)CCC)/C=C/[C@H](C[C@H](CC(=O)[O-])O)O.[Na+] |o1:21,23| sodium rel-(3R,5S,E)-7-(3-(4-fluorophenyl)-1-propyl-1H-indol-2-yl)-3,5-dihydroxyhept-6-enoate